5-tert-butyl-2-(3,5-dichlorophenyl)benzo[d]oxazole-6-carboxylic acid C(C)(C)(C)C=1C(=CC2=C(N=C(O2)C2=CC(=CC(=C2)Cl)Cl)C1)C(=O)O